4-[6-(4-isopropoxyphenyl)pyrazolo[1,5-a]pyrimidin-3-yl]quinoline Tertbutyl-(R,S)-(1-(((2-fluorophenyl)methyl-d2)amino)-1-oxopropan-2-yl)carbamate C(C)(C)(C)N(C(O)=O)[C@@H](C(=O)NC([2H])([2H])C1=C(C=CC=C1)F)C.C(C)(C)OC1=CC=C(C=C1)C=1C=NC=2N(C1)N=CC2C2=CC=NC1=CC=CC=C21